Propane-2-sulfonic acid {4-[4-(2-oxo-pyrrolidin-1-yl)-phenoxy]-tetrahydro-furan-3-yl}-amide O=C1N(CCC1)C1=CC=C(OC2C(COC2)NS(=O)(=O)C(C)C)C=C1